2-((pentylamino)methyl)phenol C(CCCC)NCC1=C(C=CC=C1)O